(((tert-butyldimethylsilyl)oxy)methyl)-1-(3-methyl-2-nitrophenyl)cyclobutan-1-ol [Si](C)(C)(C(C)(C)C)OCC1C(CC1)(O)C1=C(C(=CC=C1)C)[N+](=O)[O-]